C[SiH](C)OC(C)(C)C t-butyl (dimethyl)silyl ether